(R)-4-(furo[3,2-c]pyridin-4-yl)-N-[4-(pyrimidin-2-yl)-1,4-oxaazepan-6-yl]benzamide O1C=CC=2C(=NC=CC21)C2=CC=C(C(=O)N[C@@H]1CN(CCOC1)C1=NC=CC=N1)C=C2